N(C(=O)NC1=C(C(=O)[O-])C=CC=C1O)C1=C(C(=O)[O-])C=CC=C1O UREYLENE-DI(HYDROXYBENZOATE)